C(CCCCCCCCCCC)(=O)O[C@@H]1[C@](O[C@H](C1)N1C2=NC(=NC(=C2N=C1)N)F)(COC(C(CCC)CCC)=O)C#C (2R,3S,5R)-5-(6-amino-2-fluoro-9H-purin-9-yl)-2-ethynyl-2-(((2-propylpentanoyl)oxy)methyl)tetrahydrofuran-3-yl Dodecanoate